CN(C(/C=C/CC[C@@H](C(=O)NC=1C(N(C=CC1)CC1=NC2=C(N1C(=O)OCC)C=C(C(=C2)F)F)=O)NC(=O)OC)=O)C ethyl (S,E)-2-((3-(7-(dimethylamino)-2-((methoxycarbonyl)amino)-7-oxohept-5-enamido)-2-oxopyridin-1(2H)-yl)methyl)-5,6-difluoro-1H-benzo[d]imidazole-1-carboxylate